propylcarbonate C(CC)OC([O-])=O